1-Heptyl-3-propylpiperidinium methansulfonat CS(=O)(=O)[O-].C(CCCCCC)[NH+]1CC(CCC1)CCC